CN(C(COCCCCCCCC\C=C/C\C=C/CCCCC)CCCCCCCC)C N,N-dimethyl-1-[(9Z,12Z)-octadeca-9,12-dien-1-yloxy]decan-2-amine